C(C)(C)C1=C(C(=CC=C1)C(C)C)NC(NC1=C(C=CC=C1C(C)C)C(C)C)=S bis(2,6-diisopropylphenyl)thiourea